C1(CC1)C=1N=CC2=C3C(=CC(=C2C1)S(NCC(C)C)(=O)=O)CCC3NC=3C=CC(=NC3)C(=O)OC methyl 5-[[3-cyclopropyl-5-(2-methylpropylsulfamoyl)-8,9-dihydro-7H-cyclopenta[h]isoquinolin-9-yl]amino]pyridine-2-carboxylate